BrC=1N(C=2C(=NC=CC2)N1)C1=CC(=C(C(=C1)C)F)C 2-bromo-1-(4-fluoro-3,5-dimethylphenyl)-1H-imidazo[4,5-b]pyridine